O=C1NC(CCC1N1C(C2=CC=C(C=C2C1=O)N1CCC(CC1)CCCCCOCCCCCOC1=NC=C(C=C1)C=1C=CC=2C3=C(N(C2C1)C)C=CN=C3)=O)=O 2-(2,6-dioxopiperidin-3-yl)-5-(4-(5-((5-((5-(5-methyl-5H-pyrido[4,3-b]indol-7-yl)pyridin-2-yl)oxy)pentyl)oxy)pentyl)piperidin-1-yl)isoindoline-1,3-dione